CC1=C(C(=C(C(=C1O)OC)OC)O)C/C=C(\\C)/CC/C=C(\\C)/CC/C=C(\\C)/CC/C=C(\\C)/CC/C=C(\\C)/CCC=C(C)C The molecule is a ubiquinol in which the polyprenyl substituent is hexaprenyl. It has a role as a Saccharomyces cerevisiae metabolite. It is an ubiquinol and a polyprenylhydroquinone.